ClC1=CN2C=C(C=C2C=C1)C(=O)N(C)C1C=2C3=C(C(NC2CNC1)=O)C=C(C(=C3)F)F 6-Chloro-N-(8,9-difluoro-6-oxo-1,2,3,4,5,6-hexahydrobenzo[c][1,7]naphthyridin-1-yl)-N-methylindolizine-2-carboxamide